2-Amino-N-(1-{8-chloro-5-[(3R,5R)-3-fluoro-5-hydroxypiperidin-1-yl]-imidazo[1,5-a]pyridin-6-yl}ethyl)-pyrazolo[1,5-a]pyrimidine-3-carboxamide trifluoroacetate salt FC(C(=O)O)(F)F.NC1=NN2C(N=CC=C2)=C1C(=O)NC(C)C=1C=C(C=2N(C1N1C[C@@H](C[C@H](C1)O)F)C=NC2)Cl